C(#N)C=1C(=NC(=CC1C(F)(F)F)C)N1N=C(C=C1C(=O)OC)C methyl 1-(3-cyano-6-methyl-4-(trifluoromethyl)pyridin-2-yl)-3-methyl-1H-pyrazole-5-carboxylate